OB1OCC2=C1C=C(C=C2)C(=O)N(CC(=O)O)C2C(CCCC2)NC(=O)C=2C=CC1=C(B(OC1)O)C2 N-(1-hydroxy-1,3-dihydrobenzo[c][1,2]oxaborole-6-carbonyl)-N-(2-(1-hydroxy-1,3-dihydrobenzo[c][1,2]oxaborole-6-carboxamido)cyclohexyl)glycine